C(C1=CC=CC=C1)NC(N(C1=NC=C(C=C1)C=1C=NC(=NC1)OC)[C@@H]1CC[C@H](CC1)NC1=NC=C(C(=N1)N1CC(C1)(C)O)C(F)(F)F)=O 3-benzyl-1-(trans-4-((4-(3-hydroxy-3-methylazetidin-1-yl)-5-(trifluoromethyl)pyrimidin-2-yl)amino)cyclohexyl)-1-(5-(2-methoxypyrimidin-5-yl)pyridin-2-yl)urea